C12CN(CC(CC1)N2)C2=CC=1C(=C(N=NC1N[C@H](C)C=1C(=C(C#N)C=CC1)C)C)C=N2 3-((1R)-1-((7-(3,8-diazabicyclo[3.2.1]oct-3-yl)-4-methylpyrido[3,4-d]pyridazin-1-yl)amino)ethyl)-2-methylbenzonitrile